C1(=CC=CC=C1)C1=CC=CC=C1C(=O)N benzenebenzoamide